Pyrazolo[5,1-b][1,3]Thiazole-2-carboxylic acid S1C=2N(C=C1C(=O)O)N=CC2